[Pd](Cl)Cl.C1(=CC=CC=C1)P(CCCP(C1=CC=CC=C1)C1=CC=CC=C1)C1=CC=CC=C1 [1,3-bis(diphenylphosphino)propane] palladium dichloride